ClC=1C=C(C=CC1)C1=CN=C(O1)CSC1=NC=NC(=N1)N 6-({[5-(3-chlorophenyl)-1,3-oxazol-2-yl]methyl}sulfanyl)-1,3,5-triazin-2-amin